C(C)(C)NC(OC1CC(CC1)C1=NN(C(=C1)NC(CC1=C(C=CC=C1)OCCOCCOCCOCC#C)=O)C(C)(C)C)=O 3-(1-(tert-butyl)-5-(2-(2-(2-(2-(2-(prop-2-yn-1-yloxy)ethoxy)ethoxy)ethoxy)phenyl)acetamido)-1H-pyrazol-3-yl)cyclopentyl isopropylcarbamate